ClC1=NC=C(C(=C1OC(F)F)C)C(C)N1N=CC(=C1)[N+](=O)[O-] 2-Chloro-3-(difluoromethoxy)-4-methyl-5-(1-(4-nitro-1H-pyrazol-1-yl)ethyl)pyridine